FC1=C(C=C(C=C1)C(C)C)C1=NC=2C=CNC(C2C(=C1)NC1=NC=C(C=C1)N1CCC2(CCOCC2)CC1)=O 2-(2-fluoro-5-isopropyl-phenyl)-4-[[5-(3-oxa-9-azaspiro[5.5]undecan-9-yl)-2-pyridyl]amino]-6H-1,6-naphthyridin-5-one